diglycerine monooleate C(CCCCCCC\C=C/CCCCCCCC)(=O)O.OCC(O)CO.OCC(O)CO